tert-butyl (S,E)-2-(3-(4-(hept-2-en-1-yloxy)-3-(trifluoromethyl)phenyl)-1,2,4-oxadiazol-5-yl)pyrrolidine-1-carboxylate C(\C=C\CCCC)OC1=C(C=C(C=C1)C1=NOC(=N1)[C@H]1N(CCC1)C(=O)OC(C)(C)C)C(F)(F)F